N-[(1S)-2-[2-(3-amino-3-oxo-propyl)-2-[(2S)-2-chloro-2-fluoro-acetyl]hydrazino]-1-(cyclohexylmethyl)-2-oxo-ethyl]-1H-indole-2-carboxamide NC(CCN(NC([C@H](CC1CCCCC1)NC(=O)C=1NC2=CC=CC=C2C1)=O)C([C@@H](F)Cl)=O)=O